C[SiH](C)C(C(=O)O)Cl.NCC1=NC=C(N=C1)C 2-(aminomethyl)-5-methyl-pyrazine dimethylsilyl-chloroacetate